3-chloro-5-(3,6-dihydro-2H-1,4-oxazin-5-yl)benzonitrile hydrochloride Cl.ClC=1C=C(C#N)C=C(C1)C1=NCCOC1